C1(=CC=CC=C1)[C@H]1[C@@H](C1)C(=O)N1CC2=C(N=C(NC2=O)C2(CC2)C2=CC=CC=C2)CC1 6-((1R,2R)-2-phenylcyclopropane-1-carbonyl)-2-(1-phenylcyclopropyl)-5,6,7,8-tetrahydropyrido[4,3-d]pyrimidin-4(3H)-one